4-VALYLOXYBUTYRIC ACID N[C@@H](C(C)C)C(=O)OCCCC(=O)O